C(C)(C)(C)OC(=O)N1C[C@@H](CCC1)NC1=NC=2N=C(N(C(C2N1C)=O)C)C1=C(C=C(C=C1)C(F)(F)F)OC (R)-3-((2-(2-methoxy-4-trifluoromethylphenyl)-1,7-dimethyl-6-oxo-6,7-dihydro-1H-purin-8-yl)amino)piperidine-1-carboxylic acid tert-butyl ester